6-(2-hydroxypropan-2-yl)-4-(4-methoxy-4-methylpiperidin-1-yl)-2-oxo-1,2-dihydroquinoline-3-carbonitrile OC(C)(C)C=1C=C2C(=C(C(NC2=CC1)=O)C#N)N1CCC(CC1)(C)OC